NC1=C(C(NC2=C(C=CC=C12)C=1C=NC=CC1OC(F)F)=O)C(=O)NCCOC 4-Amino-8-[4-(difluoromethoxy)-3-pyridyl]-N-(2-methoxyethyl)-2-oxo-1H-quinoline-3-carboxamide